2-phenylethyl carbonochloridate C(OCCC1=CC=CC=C1)(=O)Cl